OCCNC(CCCCCCCCCCC(CCCCCC)O)=O N-(2-hydroxyethyl)12-hydroxystearamide